CN(C)CC1=C(C=CC(=C1)C1=NC2=CC=C3C(=C2C=2CCCCC12)C=NN3)O 2-((dimethylamino)methyl)-4-(8,9,10,11-tetrahydro-3H-pyrazolo[4,3-a]phenanthridin-7-yl)phenol